S(SC[C@@H](C(=O)O)NC(CCCCCCCCCCCCCCCCCCCCC(=O)O)=O)C[C@@H](C(=O)O)NC(CCCCCCCCCCCCCCCCCCCCC(=O)O)=O 22,22'-(((1R,1'R)-disulfanediylbis(1-carboxyethane-2,1-diyl))bis(azanediyl))bis(22-oxodocosanoic acid)